S1(CCCCC1)(=O)=O lambda(6)-thiane-1,1-dione